S-(1-((((5-(3-carbamoylpyridin-1(4H)-yl)-3,4-dihydroxytetrahydrofuran-2-yl)methoxy)(2-(pivaloylthio)ethoxy)phosphoryl)oxy)ethan-2-yl) 2,2-dimethylpropanethioate Trifluoroacetate salt FC(C(=O)O)(F)F.CC(C(SCCOP(=O)(OCCSC(C(C)(C)C)=O)OCC1OC(C(C1O)O)N1C=C(CC=C1)C(N)=O)=O)(C)C